3-(2-chloro-4-fluorophenoxy)-N-(3-ethylsulfonylphenyl)-6-(trifluoromethyl)pyridazine-4-carboxamide ClC1=C(OC=2N=NC(=CC2C(=O)NC2=CC(=CC=C2)S(=O)(=O)CC)C(F)(F)F)C=CC(=C1)F